Cl.ClCCN(CC)CC1=C(C=CC=C1)Br (2-chloroethyl)-N-ethyl-2-bromobenzylamine hydrochloride